copper-zinc aspartate N[C@@H](CC(=O)[O-])C(=O)[O-].[Zn+2].[Cu+2].N[C@@H](CC(=O)[O-])C(=O)[O-]